CC1=CC=2C(=C(C3=CC=CC=C3C2C=C1)S(=O)C1=CC=C(C=C1)C)C1=CC=CC=C1 2-methyl-10-phenyl-9-(p-tolylsulfinyl)phenanthrene